C(CC=C)N1C(C2=C(C(=C1)C1=CC(=CC=3NC=NC31)C(=O)OC)C=CN2S(=O)(=O)C2=CC=C(C)C=C2)=O methyl 4-(6-(but-3-en-1-yl)-7-oxo-1-tosyl-6,7-dihydro-1H-pyrrolo[2,3-c]pyridin-4-yl)-1H-benzo[d]imidazole-6-carboxylate